C1(CC1)N(C(OC(C)(C)C)=O)CCCO Tert-butyl N-cyclopropyl-N-(3-hydroxypropyl)carbamate